2,2,2-trifluoroethyl 2-((2S,5R)-4-benzyl-2-(4-fluorophenyl)-5-methylpiperazin-1-yl)-2-oxoacetate C(C1=CC=CC=C1)N1C[C@@H](N(C[C@H]1C)C(C(=O)OCC(F)(F)F)=O)C1=CC=C(C=C1)F